C1(=CC=CC=C1)C1=CC=C(C=C1)C1=CC=CC=C1 1,1':4',1''-terphenyl